CON(C(=O)[C@H]1N(CCC1)C(=O)OC(C)(C)C)C tert-butyl (S)-2-(methoxy(methyl)carbamoyl)pyrrolidine-1-carboxylate